CN(C1=C2C=CC=C(C2=CC=C1)S(=O)(=O)Cl)C 5-[dimethyl-amino]naphthalene-1-sulfonyl chloride